COCOC1=C(C=CC(=C1)C(F)(F)F)C1=C2C(=C(N=N1)N([C@H]1CN(CCC1)C(=O)OC(C)(C)C)C)C=NC=C2 tert-butyl (R)-3-((1-(2-(methoxymethoxy)-4-(trifluoromethyl)phenyl)pyrido[3,4-d]pyridazin-4-yl)(methyl)amino)piperidine-1-carboxylate